2-[3-[4-[(1,3-dioxoisoindolin-2-yl)methyl]-1-oxo-2H-phthalazin-6-yl]-5-methyl-imidazol-4-yl]benzothiophene-3-carbonitrile O=C1N(C(C2=CC=CC=C12)=O)CC1=NNC(C2=CC=C(C=C12)N1C=NC(=C1C=1SC2=C(C1C#N)C=CC=C2)C)=O